6-fluoro-7-methoxy-4-(4,4,5,5-tetramethyl-1,3,2-dioxaborolan-2-yl)-1H-indole FC1=CC(=C2C=CNC2=C1OC)B1OC(C(O1)(C)C)(C)C